C(CCCCCCC\C=C/CCCCCCCC)(=O)O.[Zn] zinc oleic acid